C(#N)C1=C(C=C(C=C1)C)[C@H]1C[C@H](C1)NC(=O)C=1C=NN(C1)[C@H](C)C=1C=NC(=CC1C)N1C([C@@H]2C[C@@H]2C1)=O |o1:21| N-((cis)-3-(2-cyano-5-methylphenyl)cyclobutyl)-1-((R or S)-1-(4-methyl-6-((1R,5S)-2-oxo-3-azabicyclo[3.1.0]hexan-3-yl)pyridin-3-yl)ethyl)-1H-pyrazole-4-carboxamide